NC=1C=CC(=NC1C#CC[C@@H]([C@@H](C1=CC(=C(C(=C1)OC)C)OC)O[Si](C)(C)C(C)(C)C)OC1CCCC1)C(=O)OC methyl 5-amino-6-((4S,5R)-5-((tert-butyldimethylsilyl)oxy)-4-(cyclopentyloxy)-5-(3,5-dimethoxy-4-methylphenyl)pent-1-yn-1-yl)picolinate